Dichloro-2,2,4,5,9,11,11,12-octamethyl-1,5,8,12-tetraazabicyclo[6.6.2]hexadecane Manganese(II) [Mn+2].ClC1(C(N2CCN(C(CC(N(CCN(C1C)C)CC2)C)(C)C)C)(C)C)Cl